The molecule is a linear amino heptasaccharide comprising N-acetyl-beta-D-glucosamine at the reducing end with an N-acetyl-beta-D-glucosaminyl-(1->4)-beta-D-galactosyl-(1->4)-N-acetyl-beta-D-glucosaminyl-(1->3)-beta-D-galactosyl-(1->4)-N-acetyl-beta-D-glucosaminyl-(1->3)-beta-D-galactosyl moiety at the 4-position. It has a role as an epitope. It is an amino heptasaccharide and a glucosamine oligosaccharide. CC(=O)N[C@@H]1[C@H]([C@@H]([C@H](O[C@H]1O)CO)O[C@H]2[C@@H]([C@H]([C@H]([C@H](O2)CO)O)O[C@H]3[C@@H]([C@H]([C@@H]([C@H](O3)CO)O[C@H]4[C@@H]([C@H]([C@H]([C@H](O4)CO)O)O[C@H]5[C@@H]([C@H]([C@@H]([C@H](O5)CO)O[C@H]6[C@@H]([C@H]([C@H]([C@H](O6)CO)O[C@@H]7[C@@H]([C@H]([C@@H]([C@H](O7)CO)O)O)NC(=O)C)O)O)O)NC(=O)C)O)O)NC(=O)C)O)O